CC1(CC(C1)N1[C@@H]2CN(CC1CC2)C2=C1C(=NC=C2)NC(=N1)C=1C=NN(C1)C)C#N (1S,3s)-1-methyl-3-(3-(2-(1-methyl-1H-pyrazol-4-yl)-3H-imidazo[4,5-b]pyridin-7-yl)-3,8-diazabicyclo[3.2.1]octan-8-yl)cyclobutane-1-carbonitrile